FC1(C(C1)C1=CC=C(C=C1)C=1C(=CC(=CC1)F)C(=O)NCC1(NC(NC1=O)=O)C=1N(C=CN1)C)F 4'-(2,2-difluorocyclopropyl)-4-fluoro-N-{[4-(1-methyl-1H-imidazol-2-yl)-2,5-dioxoimidazolidin-4-yl]methyl}[1,1'-biphenyl]-2-carboxamide